FC1C(C1)N1C(C(=CC=C1)NC(=O)C=1C(=NC=2N(C1)C=C(N2)C21COC(C2)(C1)C)OC(C)C)=O N-(1-(2-fluorocyclopropyl)-2-oxo-1,2-dihydropyridin-3-yl)-7-isopropoxy-2-(1-methyl-2-oxabicyclo[2.1.1]hexan-4-yl)imidazo[1,2-a]pyrimidine-6-carboxamide